tert-butyl (R)-3-((4-chloro-7-cyanophthalazin-1-yl)amino)piperidine-1-carboxylate ClC1=NN=C(C2=CC(=CC=C12)C#N)N[C@H]1CN(CCC1)C(=O)OC(C)(C)C